4-{[6-(5-chloro-2-fluorophenyl)pyridazin-4-yl]amino}quinolin-7-yl-4-[(1-methylpiperidin-4-yl)methyl]piperazine ClC=1C=CC(=C(C1)C1=CC(=CN=N1)NC1=CC=NC2=CC(=CC=C12)N1CCN(CC1)CC1CCN(CC1)C)F